FC1(CN(C1)C(/C=C/[C@@H](C)NC(=O)[C@]1(C[C@H](NCC1)C)F)=O)F (2R,4S)-N-((R,E)-5-(3,3-difluoroazetidin-1-yl)-5-oxopent-3-en-2-yl)-4-fluoro-2-methylpiperidine-4-carboxamide